O=C1NC(CCC1N1C(C2=CC=CC(=C2C1=O)NCC=1C=NN(C1)C1(CCN(CC1)C(=O)OC(C)(C)C)C)=O)=O tert-butyl 4-[4-[[[2-(2,6-dioxo-3-piperidyl)-1,3-dioxo-isoindolin-4-yl]amino]methyl]pyrazol-1-yl]-4-methyl-piperidine-1-carboxylate